3,5-dichloro-N-(3-(cyclopropylmethyl)-4-oxo-3,4-dihydroquinazolin-5-yl)-4-hydroxybenzoamide ClC=1C=C(C(=O)NC2=C3C(N(C=NC3=CC=C2)CC2CC2)=O)C=C(C1O)Cl